N-Hexyl-4-oxo-3-(phenylamino)-3,4-dihydroquinazoline-2-carboxamide C(CCCCC)NC(=O)C1=NC2=CC=CC=C2C(N1NC1=CC=CC=C1)=O